1-(4-methyloxan-4-yl)-1H-pyrrole-3-carboxamide CC1(CCOCC1)N1C=C(C=C1)C(=O)N